N-(5-(((S)-1,4-dioxane-2-yl)methoxy)-1,3,4-thiadiazol-2-yl)-2'-chloro-3'-fluoro-5'-methoxy-6-methyl-(4,4'-bipyridine)-3-carboxamide O1[C@@H](COCC1)COC1=NN=C(S1)NC(=O)C=1C=NC(=CC1C1=C(C(=NC=C1OC)Cl)F)C